2-(4-((4-(4-(2-(12-(4-(2-fluoro-5-((4-oxo-3,4-dihydrophthalazin-1-yl)methyl)benzoyl)piperazin-1-yl)-12-oxododecanamido)ethoxy)phenyl)piperidin-1-yl)sulfonyl)benzamido)acetic acid FC1=C(C(=O)N2CCN(CC2)C(CCCCCCCCCCC(=O)NCCOC2=CC=C(C=C2)C2CCN(CC2)S(=O)(=O)C2=CC=C(C(=O)NCC(=O)O)C=C2)=O)C=C(C=C1)CC1=NNC(C2=CC=CC=C12)=O